9-(4-(3,5-dimethyl-1H-pyrazol-1-yl)benzyl)-2-(2-isopropylphenyl)-7,9-dihydro-8H-purin-8-one CC1=NN(C(=C1)C)C1=CC=C(CN2C3=NC(=NC=C3NC2=O)C2=C(C=CC=C2)C(C)C)C=C1